C=1OC(=C2C=CC=CC12)C1OC(=O)C2=CC=CN=C12 isobenzofuran-3-yl-4-azaphthalide